2-methyl-5-(1-sulfanylpropan-2-yl)cyclohexane-1-thiol CC1C(CC(CC1)C(CS)C)S